[3-(methacryloxy)propyl]methyldimethoxysilane C(C(=C)C)(=O)OCCC[Si](OC)(OC)C